FC=1C=C2C(=NC=3N(C2=CC1)C(=NN3)C)N3CCCC1=C(C=CC=C31)I 7-fluoro-5-(5-iodo-3,4-dihydro-2H-quinolin-1-yl)-1-methyl-[1,2,4]triazolo[4,3-a]quinazoline